(R)-N-((5-cyclohexylpyridin-2-yl)methyl)-N-(1-oxoisoindolin-5-yl)-1-((perfluorophenyl)sulfonyl)azetidine-2-carboxamide C1(CCCCC1)C=1C=CC(=NC1)CN(C(=O)[C@@H]1N(CC1)S(=O)(=O)C1=C(C(=C(C(=C1F)F)F)F)F)C=1C=C2CNC(C2=CC1)=O